ClC1=C(C=CC=C1F)C1=CC=C2C(N(CN(C2=C1)S(=O)(=O)C1=CC(=CC=C1)C(F)(F)F)CC(C(=O)O)(C)C)=O 3-(7-(2-chloro-3-fluorophenyl)-4-oxo-1-((3-(trifluoromethyl)phenyl)sulfonyl)-1,2-dihydroquinazolin-3(4H)-yl)-2,2-dimethylpropionic acid